(2R,3aR,5aS,9aS,9bS)-2-iodo-3-methyldecahydro-3,5a-epoxycyclopenta[a]naphthalen-4(5H)-one I[C@H]1C2([C@H]3[C@H]([C@@H]4CCCC[C@@]4(CC3=O)O2)C1)C